6-amino-5-(2,3-difluoro-4-phenoxyphenyl)pyrimidin NC1=C(C=NC=N1)C1=C(C(=C(C=C1)OC1=CC=CC=C1)F)F